ethyl-(S)-2-Chloropropionic acid C(C)[C@](C(=O)O)(C)Cl